ClC=1C2=C(C(N(C1)C1=CC(=CC=C1)C1(CC(C1)C)C1=NN=CN1C)=O)NC(=C2)[C@H](C)NC2(CCC2)C 4-Chloro-6-(3-((1s,3R)-3-methyl-1-(4-methyl-4H-1,2,4-triazol-3-yl)cyclobutyl)phenyl)-2-((S)-1-((1-methylcyclobutyl)amino)ethyl)-1,6-dihydro-7H-pyrrolo[2,3-c]pyridin-7-one